tert-butyl {2-[({[(2S,5R)-6-hydroxy-7-oxo-1,6-diazabicyclo[3.2.1]oct-2-yl]carbonyl}amino)oxy]ethyl}carbamate ON1[C@@H]2CC[C@H](N(C1=O)C2)C(=O)NOCCNC(OC(C)(C)C)=O